N-(6-amino-5-ethylpyridin-3-yl)-2-(5-methyl-2-(1H-thieno[3,2-c]pyrazol-5-yl)piperidin-1-yl)-2-oxoacetamide NC1=C(C=C(C=N1)NC(C(=O)N1C(CCC(C1)C)C1=CC=2NN=CC2S1)=O)CC